2-(1-(2-(4-Methoxybenzyl)-3-oxoisoindolin-5-yl)-3-methylcyclobutane-1-carbonyl)-N-methylhydrazine-1-carbothioamide COC1=CC=C(CN2CC3=CC=C(C=C3C2=O)C2(CC(C2)C)C(=O)NNC(NC)=S)C=C1